C1=C2C(=CC=C1)C=1C=CC=3C=4C=CC5=C6C(=CC=C(C7=CC=C2C1C73)C64)C6=CC=CC=C65 bisindeno[1,2,3-cd:1',2',3'-lm]perylene